BrC1=CC(=C(CN2C(CN(CC2)C(=O)OC(C)(C)C)=O)C=C1)C tert-butyl 4-(4-bromo-2-methylbenzyl)-3-oxopiperazine-1-carboxylate